OC1=CC=C(C=C1)CNC(OC(C)(C)C)=O tert-butyl (4-hydroxyphenyl-methyl)carbamate